(carbazolylphenyl)(spirobifluorenyl)amine C1(=CC=CC=2C3=CC=CC=C3NC12)C1=C(C=CC=C1)NC=1C2(C3=CC4=CC=CC=C4C3=CC1)C=CC=C1C3=CC=CC=C3C=C12